2-(benzylthio)-4-(trifluoromethyl)thiazole-5-carboxylic acid C(C1=CC=CC=C1)SC=1SC(=C(N1)C(F)(F)F)C(=O)O